ClC1=CC=C(CN2C(=NC=3N(C(N(C(C23)=O)CCCO)=O)CC)C#CCOC2CCC2)C=C1 7-(4-chlorobenzyl)-8-(3-Cyclobutoxyprop-1-yn-1-yl)-3-ethyl-1-(3-hydroxypropyl)-3,7-dihydro-1H-purine-2,6-dione